(S)-3-(6-(2,5-difluoro-3-methoxyphenyl)-4-((3-(trifluoromethyl)phenyl)sulfonyl)-3,4-dihydro-2H-benzo[b][1,4]oxazin-2-yl)-2,2-dimethylpropanoic acid FC1=C(C=C(C=C1OC)F)C1=CC2=C(O[C@H](CN2S(=O)(=O)C2=CC(=CC=C2)C(F)(F)F)CC(C(=O)O)(C)C)C=C1